OC1=CC=C(C=C1)C1CN(CC1COC=1C=C2C(NCC2=CC1)=O)C(=O)OC(C)(C)C (+/-)-1-cis-tert-butyl 3-(4-hydroxyphenyl)-4-{[(3-oxoisoindolin-5-yl)oxy]methyl}pyrrolidine-1-carboxylate